(R)-N-(2-(4-allyl-piperazin-1-yl)-5-((6-(3-(3',5'-difluoro-[1,1'-biphenyl]-3-yl)-isoxazolidin-2-yl)-pyrimidin-4-yl)-amino)-4-methoxy-phenyl)acrylamide C(C=C)N1CCN(CC1)C1=C(C=C(C(=C1)OC)NC1=NC=NC(=C1)N1OCC[C@@H]1C=1C=C(C=CC1)C1=CC(=CC(=C1)F)F)NC(C=C)=O